N1(CCC1)C(CN1C(N(C2=NC=C(C=C21)C=2SC(=CC2)CO)C)=O)=O 1-[2-(azetidin-1-yl)-2-oxo-ethyl]-6-[5-(hydroxymethyl)-2-thienyl]-3-methyl-imidazo[4,5-b]pyridin-2-one